3-(1H-indol-2-yl)-1,2,4-oxadiazole N1C(=CC2=CC=CC=C12)C1=NOC=N1